C(C(=C)C)(=O)OC1C2CC3CC(CC1C3)C2 adamantan-2-yl methacrylate